(3-amino-2,6-difluorophenyl)(5-chloro-1H-pyrrolo[2,3-b]pyridin-3-yl)methanone NC=1C(=C(C(=CC1)F)C(=O)C1=CNC2=NC=C(C=C21)Cl)F